FC=1C=2CCCC2C(=C2CCCC12)NC(=O)N=[S@](=O)(N)C=1C=NN2C1O[C@@H](C2)C (R,2R)-N'-((8-fluoro-1,2,3,5,6,7-hexahydro-s-indacen-4-yl)carbamoyl)-2-methyl-2,3-dihydropyrazolo[5,1-b]oxazole-7-sulfonimidamide